C(C)(C)(C)C1(CC=C(C(=C1)C(C)(C)C)O)C.[K] potassium 4,6-di-tert-butyl-4-methylphenol